(2S,5S)-2-(((tert-butyldimethylsilyl)oxy)methyl)-5-hydroxy-3-methyl-5,6-dihydropyridine-1(2H)-carboxylic acid tert-butyl ester C(C)(C)(C)OC(=O)N1[C@@H](C(=C[C@@H](C1)O)C)CO[Si](C)(C)C(C)(C)C